(R)-N-(1-(3-amino-5-(trifluoromethyl)phenyl)ethyl)-8-methyl-3-morpholinopyrido[2,3-d]pyridazin-5-amine NC=1C=C(C=C(C1)C(F)(F)F)[C@@H](C)NC1=C2C(=C(N=N1)C)N=CC(=C2)N2CCOCC2